C(C)(C)(C)OC(CCC1=C(C(=O)O)C=CC=C1)=O 2-(3-(tert-butoxy)-3-oxopropyl)benzoic acid